ClC=1C=C(C=C(C1O)C)C([C@@H](CC(=O)N[C@@H](C)C1=CC=C(C=C1)[N+](=O)[O-])C)=O (3R)-4-(3-chloro-4-hydroxy-5-methylphenyl)-3-methyl-N-[(1S)-1-(4-nitrophenyl)ethyl]-4-oxobutanamide